COC(C(=O)O)CC1=CC=C(C=C1)N 2-methoxy-3-(4-aminophenyl)propionic acid